F[C@]1(C[C@H](NC1=O)COC1=NC=CC2=CC(=C(C=C12)OC)C(=O)N)CCF 1-{[(2S,4R)-4-fluoro-4-(2-fluoroethyl)-5-oxopyrrolidin-2-yl]methoxy}-7-methoxyisoquinoline-6-carboxamide